C(C)C=1C(=CC=C2C=CC=C(C12)C1=C(C=2N=C(N=C(C2C=N1)N1CCNC2(COC2)C1)OC[C@]12CCCN2C[C@@H](C1)F)F)F 8-(7-(8-ethyl-7-fluoronaphthalen-1-yl)-8-fluoro-2-(((2R,7aS)-2-fluorotetrahydro-1H-pyrrolizin-7a(5H)-yl)methoxy)pyrido[4,3-d]pyrimidin-4-yl)-2-oxa-5,8-diazaspiro[3.5]nonane